CC1=NN(C2=NC=C(C=C21)O)COCC[Si](C)(C)C 3-methyl-1-((2-(trimethylsilyl)ethoxy)methyl)-1H-pyrazolo[3,4-b]pyridin-5-ol